FC=1C(=CC(=NC1)C(=O)NC=1C=NC(=C(C1)C=1C=NC2=CC(=NC=C2C1)NC)C)C(C)C 5-fluoro-4-isopropyl-N-(6-methyl-5-(7-(methylamino)-1,6-naphthyridin-3-yl)pyridin-3-yl)picolinamide